(neopentyl-cyclopentadienyl)tris(diethylamino)titanium C(C(C)(C)C)C1(C=CC=C1)[Ti](N(CC)CC)(N(CC)CC)N(CC)CC